5-[8-(tert-butoxycarbonyl)-3,8-diazabicyclo[3.2.1]octan-3-yl]-2-methoxyquinazoline-8-carboxylic acid C(C)(C)(C)OC(=O)N1C2CN(CC1CC2)C2=C1C=NC(=NC1=C(C=C2)C(=O)O)OC